FC(CCOC=1SC(=C2C1CC([C@H]2O)(F)F)S(=O)(=O)C)(C)F (4S)-1-(3,3-Difluorobutoxy)-5,5-difluoro-3-methanesulfonyl-4H,5H,6H-cyclopenta[c]thiophen-4-ol